1-(Bromo(Phenyl)Methyl)-4-Iodobenzene BrC(C1=CC=C(C=C1)I)C1=CC=CC=C1